(4-((3-amino-6-bromopyrazin-2-yl)oxy)-1H-pyrazol-1-yl)propionitrile NC=1C(=NC(=CN1)Br)OC=1C=NN(C1)C(C#N)C